rac-4-(1-hydroxy-2-((3aR,5s,6aS)-5-(pyrimidin-5-yloxy)hexahydrocyclopenta[c]pyrrol-2(1H)-yl)ethyl)phenol OC(CN1C[C@@H]2[C@H](C1)CC(C2)OC=2C=NC=NC2)C2=CC=C(C=C2)O